4-fluorophenyl-propargyl alcohol acetate C(C)(=O)OC(C#C)C1=CC=C(C=C1)F